dibenzofuran C1=CC=CC=2OC3=C(C21)C=CC=C3